(3S)-3-(5-fluoro-3-pyridinyl)isoxazolidine HCl salt Cl.FC=1C=C(C=NC1)[C@H]1NOCC1